3-(4-methoxybenzyl)methyl-3-methyl-oxetane COC1=CC=C(CCC2(COC2)C)C=C1